CC(C(=O)C1=CC=C(C=C1)SC1=CC=C(C=C1)C(C1=CC=C(C=C1)N1CCOCC1)=O)(C)O[Si]([Si](C)(C)C)(C)C 2-methyl-1-[4-({4-[4-(morpholin-4-yl)benzoyl]phenyl}sulfanyl)phenyl]-2-[(1,1,2,2,2-pentamethyldisilan-1-yl)oxy]propan-1-one